3-mercaptopropyl-methoxydipropyloxysilane SCCC[Si](OCCC)(OCCC)OC